2-chloro-6-methylpyridin-4-yl-ethan-1-ol ClC1=NC(=CC(=C1)C(C)O)C